O(OOOCCCCCCCCCCN)N tetraoxa-1,14-tetradecanediamine